C1(CCCC1)N1C(=CC2=C1N=C(N=C2)NC2=NC=C(C=C2)N2CCNCC2)C(=O)N(C)C 7-cyclopentyl-N,N-dimethyl-2-{[5-(piperazin-1-yl)pyridin-2-yl]Amino}-7H-pyrrolo[2,3-d]Pyrimidine-6-carboxamide